ClC1=C(C=CC=C1)C=1N(C2=NC(=NC(=C2N1)N1CCC(CC1)C(F)(F)F)N1[C@@H](CCC1)CO)C1=CC=C(C=C1)Cl [(2S)-1-[8-(2-chlorophenyl)-9-(4-chlorophenyl)-6-[4-(trifluoromethyl)-1-piperidyl]purin-2-yl]pyrrolidin-2-yl]methanol